CN1CCN(CC1)CCOC=1N(C=C(N1)C)COCC[Si](C)(C)C 1-methyl-4-(2-((4-methyl-1-((2-(trimethylsilyl)ethoxy)methyl)-1H-imidazol-2-yl)oxy)ethyl)piperazine